C(\C=C\C1=CC(O)=C(O)C=C1)(=O)NCCCCNCCCN CAFFEOYL-SPERMIDINE